bis-acetyl-iodobenzene C(C)(=O)C=1C(=C(C=CC1)I)C(C)=O